C(C=C)OC(=O)[C@H]1N(CCCC1)C(C(C(COC(C=C)=O)(C)C)=O)=O (S)-1-(4-(acryloyloxy)-3,3-dimethyl-2-oxobutanoyl)piperidine-2-carboxylic acid allyl ester